FC=1C=NNC1 4-fluoro-1H-pyrazole